C(CCC)[Sn] racemic-butyl-tin